4-[2-(2,4,6-trifluorophenoxymethyl)phenyl]-piperidine sulfuric acid salt S(O)(O)(=O)=O.FC1=C(OCC2=C(C=CC=C2)C2CCNCC2)C(=CC(=C1)F)F